C(C1=CC=CC=C1)OC1C(CC1)N1CCOC2=NC(=C(C=3N=C(N=C1C23)S(=O)C)F)Cl 10-(2-(benzyloxy)cyclobutyl)-5-chloro-4-fluoro-2-(methylsulfinyl)-9,10-dihydro-8H-7-oxa-1,3,6,10-tetraazacyclohepta[de]naphthalene